NC1=NNC(=N1)OC 3-amino-5-methoxy-1H-1,2,4-triazole